ClC1=NC=2C=NC(=NC2N(C1=O)C=1C=NC(=CC1)OC(F)F)NC1CC1 6-chloro-2-(cyclopropylamino)-8-(6-(difluoromethoxy)pyridin-3-yl)pteridine-7(8H)-one